(4-methylisoquinolin-6-yl)thiazol-2-amine CC1=CN=CC2=CC=C(C=C12)C=1N=C(SC1)N